ClC1=C(C=CC=C1C1=C(C(=CC=C1)NC(=O)C=1N(C2=C(CN(CC2)C)N1)C)Cl)C1=CC(=C(C=C1)CNCC(=O)O)OC ((2',2''-dichloro-3''-(1,5-dimethyl-4,5,6,7-tetrahydro-1H-imidazo[4,5-c]pyridine-2-carboxamido)-3-methoxy-[1,1':3',1''-terphenyl]-4-yl)methyl)glycine